BrC=1C(=C(C2=C(N(C(=N2)N2C[C@@H](CCC2)NC2=NC=C(C=N2)C(F)(F)F)C)C1)C)N (R)-6-bromo-1,4-dimethyl-2-(3-((5-(trifluoromethyl)pyrimidin-2-yl)amino)piperidin-1-yl)-1H-benzo[d]imidazol-5-amine